BrC1=CC=C(C=C1)C=1N=C2C(=NC1C1=CC=C(C=C1)Br)C=NC=C2 2,3-bis(4-bromophenyl)pyrido[3,4-b]pyrazine